C(OC1=CC2=C(OCO2)C=C1C1=C2C=C(C(=CC2=CC=2COC(C21)=O)OC)OC)(OC(C)C)=O 6-(6,7-dimethoxy-3-oxo-1,3-dihydronaphtho[2,3-c]furan-4-yl)benzo[d][1,3]dioxol-5-yl isopropyl carbonate